aluminium-silicon-nickel [Ni].[Si].[Al]